BrC1=C2C(=NC=C1)NC=C2C 4-bromo-3-methyl-1H-pyrrolo[2,3-b]pyridine